C(CCCCCCC)[Al](OC1=C(C=CC=C1C(C)(C)C)C(C)(C)C)OC1=C(C=CC=C1C(C)(C)C)C(C)(C)C n-octylbis(2,6-di-tert-butylphenoxy)aluminum